The molecule is a member of the class of triazoloquinazolines that is [1,2,4]triazolo[1,5-c]quinazoline substited at positions 2, 5 and 9 by furan-2-yl, amino and chloro groups respectively. A potent antagonist at adenosine A1 and adenosine A2A receptors. It has a role as an adenosine A1 receptor antagonist, an adenosine A2A receptor antagonist, a central nervous system stimulant and an antineoplastic agent. It is a triazoloquinazoline, an organochlorine compound, a member of furans, a biaryl, an aromatic amine and a primary amino compound. C1=COC(=C1)C2=NN3C(=N2)C4=C(C=CC(=C4)Cl)N=C3N